O=C1C2CCC(C1)C2 2-oxobicyclo[2.2.1]heptane